N=1C=NN2C1C=C(C=C2)OC2=CC=C(NC=1C3=C(N=CN1)C=CC(=N3)C3CN(CCC3)C(C=C)=O)C=C2 1-[3-[4-[4-([1,2,4]triazolo[1,5-a]pyridin-7-yloxy)anilino]pyrido[3,2-d]pyrimidin-6-yl]-1-piperidyl]prop-2-en-1-one